ClC=1C=NC(=C(C(=O)N(C)CC2=CC(=CC=C2)F)C1)OC(F)F 5-chloro-2-(difluoromethoxy)-N-(3-fluorobenzyl)-N-methylnicotinamide